5,5-dimethyl-2-((2S,3S)-3-methyl-2-(pyrazine-2-carboxamido)pentanoylamino)hexanoic acid CC(CCC(C(=O)O)NC([C@H]([C@H](CC)C)NC(=O)C1=NC=CN=C1)=O)(C)C